ClC1=CC=NC2=CC=C(C=C12)C1=C(C=C(CN2C(C=CC=C2)=O)C=C1)F 1-(4-(4-chloroquinolin-6-yl)-3-fluorobenzyl)pyridin-2(1H)-one